C(C)(C)(C)OC(=O)NC1CC=CC1 1-(N-t-butoxycarbonylamino)-3-cyclopentene